C1OCC12CCN(CC2)CC2=CC=C(C=C2)NC2=NC(=NC=1C=NNC(C12)=O)C1=CC=CC=C1 4-(4-(2-oxa-7-azaspiro[3.5]non-7-ylmethyl)phenylamino)-2-phenylpyrimidino[4,5-d]pyridazin-5(6H)-one